FC=1C=C(C=NC1)NC(=O)C=1C=C2C(=NC1)NC=C2C2=CC=1N(C=C2)N=CC1C(=O)N1CCN(CC1)C N-(5-fluoropyridin-3-yl)-3-(3-(4-methylpiperazine-1-carbonyl)pyrazolo[1,5-a]pyridin-5-yl)-1H-pyrrolo[2,3-b]pyridine-5-carboxamide